[Na].ClC1=C(C=CC=C1)CS(=O)(=O)NC(NC1=C2CCCC2=CC=2CCCC12)=O 1-(2-Chlorophenyl)-N-((1,2,3,5,6,7-hexahydro-s-indacen-4-yl)carbamoyl)methanesulfonamide, Sodium Salt